6-(4,4-difluoro-1-hydroxycyclohexyl)-N-((1r,4r)-4-methoxycyclohexyl)-2-(1-methyl-1H-imidazol-5-yl)pyrimidine-4-carboxamide FC1(CCC(CC1)(O)C1=CC(=NC(=N1)C1=CN=CN1C)C(=O)NC1CCC(CC1)OC)F